CN(CC=C(C)C1=CC=CC=C1)C 1-dimethylamino-3-phenylbut-2-ene